FC=1C=C(C=C(C1)OC1=CC(=CC=C1)F)[C@@H]1N(OCC1)C1=CC(=NC=N1)NC=1C(=CC(=C(C1)NC(C=C)=O)N1CCOCC1)OC (R)-N-(5-((6-(3-(3-fluoro-5-(3-fluorophenoxy)phenyl)isoxazolidin-2-yl)pyrimidine-4-yl)amino)-4-methoxy-2-morpholinophenyl)acrylamide